FC=1C=C(CN2CCC(CC2)CC2C(C3=CC=C(C=C3C2)C2CCNCC2)=O)C=CC1 2-((1-(3-fluorobenzyl)piperidin-4-yl)methyl)-5-(piperidin-4-yl)-2,3-dihydro-1H-inden-1-one